(Z)-2-(5-chloro-1-(3-(4-hydroxyphenoxy)benzylidene)-2-methyl-1H-inden-3-yl)acetic acid ClC=1C=C2C(=C(/C(/C2=CC1)=C/C1=CC(=CC=C1)OC1=CC=C(C=C1)O)C)CC(=O)O